COC(=O)C1(C(C2=CC=CC=C2C1)O)C(C)C 1-hydroxy-2-isopropyl-2,3-dihydro-1H-indene-2-carboxylic acid methyl ester